bis(n-nonylamine) terephthalate salt C(C1=CC=C(C(=O)O)C=C1)(=O)O.C(CCCCCCCC)N.C(CCCCCCCC)N